5-(4-chloro-phenyl)-2,3-dimethyl-isoxazolidin ClC1=CC=C(C=C1)C1CC(N(O1)C)C